[(3S)-3-(5-fluoro-3-pyridyl)isoxazolidin-2-yl]-[trans-4-(hydroxymethyl)cyclohexyl]methanone FC=1C=C(C=NC1)[C@H]1N(OCC1)C(=O)[C@@H]1CC[C@H](CC1)CO